Trans-4-((t-butoxycarbonyl)amino)cyclohexane-1-carboxylic acid C(C)(C)(C)OC(=O)N[C@@H]1CC[C@H](CC1)C(=O)O